4-Fluoro-3-methoxy-5-nitrobenzamide FC1=C(C=C(C(=O)N)C=C1[N+](=O)[O-])OC